CC1=CC=C(C=C1)NC(CN(S(=O)(=O)C1=CC=CC=C1)CCN1CCCCC1)=O N-(4-methylphenyl)-2-(N-(2-(piperidin-1-yl)ethyl)benzenesulfonamido)acetamide